(R)-3-chloro-4-((3,5-difluoropyridin-2-yl)methoxy)-2'-(2-(2-hydroxypropan-2-yl)thiazol-4-yl)-6-methyl-5'-(methyl-d3)-2H-[1,4'-bipyridin]-2-one ClC=1C(N(C(=CC1OCC1=NC=C(C=C1F)F)C)C1=CC(=NC=C1C([2H])([2H])[2H])C=1N=C(SC1)C(C)(C)O)=O